C(C)C=1N=C(C2=C(N1)SC(=C2)C)NCCS(=O)(=O)C2=CC=CC=C2 2-ethyl-6-methyl-N-(2-(phenylsulfonyl)ethyl)thieno[2,3-d]pyrimidin-4-amine